1-(4-((4-((5-chloro-4-fluoro-2-(2-hydroxypropan-2-yl)phenyl)amino)-7-methoxyquinazolin-6-yl)oxy)piperiDin-1-yl)prop-2-en-1-one ClC=1C(=CC(=C(C1)NC1=NC=NC2=CC(=C(C=C12)OC1CCN(CC1)C(C=C)=O)OC)C(C)(C)O)F